FC1=NC=CC(=C1)NC1=CC2=C(N=C(S2)NC(=O)C2C(C3C=CC2C3)C(=O)O)C=C1 3-[[6-[(2-fluoro-4-pyridinyl)amino]-1,3-benzothiazol-2-yl]carbamoyl]bicyclo[2.2.1]hept-5-ene-2-carboxylic acid